BrC1=CC=2C(C3=CC=CC=C3C2C=C1)(O)C1=CC=C(C=O)C=C1 4-(2-bromo-9-hydroxy-9H-fluoren-9-yl)benzaldehyde